ClC1=CC=C(C=C1)C(C(=O)N[C@H](C(=O)N[C@H](CCC(=O)OCC)C(=O)OCC)CC1=CC=C(C=C1)F)(C)C Diethyl ((S)-2-(2-(4-chlorophenyl)-2-methylpropanamido)-3-(4-fluorophenyl)propanoyl)-D-glutamate